CC([C@@H](C(=O)N)NC)C (S)-3-methyl-2-(methylamino)butyramide